1,7-dibromohept-1,6-diyne BrC#CCCCC#CBr